N-(2'-fluoro-4-((methylamino)methyl)-[1,1'-biphenyl]-2-yl)pyridine-3-sulfonamide FC1=C(C=CC=C1)C1=C(C=C(C=C1)CNC)NS(=O)(=O)C=1C=NC=CC1